C1[C@@H]([C@H](O[C@H]1N2C=NC3=C2N=C(NC3=O)N)COP(=O)(O)O)O.N.N.N.[Pt] The molecule is a cisplatin-modified (di)nucleotide in which cisplatin has formed an adduct with one molecule of dGMP and one molecule of ammonia.